C1C=CC2=CC=3CCCC3C=C12 1,5,6,7-tetrahydro-s-indacen